NC=1C(=NC(=C(N1)C1=CC=C(C=C1)F)C1=CC2=C(N=CN2C)C=C1)C(=O)NCC1=NC=CC=C1OCCN(C)C 3-amino-N-((3-(2-(dimethylamino)ethoxy)pyridin-2-yl)methyl)-5-(4-fluorophenyl)-6-(3-methyl-3H-benzo[d]imidazol-5-yl)pyrazine-2-carboxamide